1-(6-((2-(cis-3-fluoro-4-methoxypiperidin-1-yl)pyrimidin-4-yl)amino)-4-(isopropylamino)nicotinoyl)azetidine-3-carbonitrile F[C@@H]1CN(CC[C@@H]1OC)C1=NC=CC(=N1)NC1=NC=C(C(=O)N2CC(C2)C#N)C(=C1)NC(C)C